3-[(3-chloro-2-methylphenyl)amino]-2-(3-{2-[1-(difluoromethyl)cyclopropyl]ethynyl}pyridin-4-yl)-1H,5H,6H,7H-pyrrolo[3,2-c]pyridin-4-one ClC=1C(=C(C=CC1)NC1=C(NC2=C1C(NCC2)=O)C2=C(C=NC=C2)C#CC2(CC2)C(F)F)C